2-propanyl 4-{(3S,5aR,6R,7R,8aS)-7-hydroxy-6-[(E)-3-hydroxy-5-(3-pyridinyl)-1-penten-1-yl]octahydro-2H-cyclopenta[b]oxepin-3-yl}butanoate O[C@H]1[C@@H]([C@@H]2[C@@H](OC[C@H](CC2)CCCC(=O)OC(C)C)C1)\C=C\C(CCC=1C=NC=CC1)O